FC1(C2(CCN(CC12)C(=O)C1=CN(C2=C1C(N(C=C2C)C)=O)C)C2=CC(=CC=C2)OC)F 3-((7,7-difluoro-6-(3-methoxyphenyl)-3-azabicyclo[4.1.0]hept-3-yl)carbonyl)-1,5,7-trimethyl-1,5-dihydro-4H-pyrrolo[3,2-c]pyridin-4-one